N-[(6-Amino-2-pyridyl)sulfonyl]-6-(o-tolyl)-2-(2,2,4-trimethylpyrrolidin-1-yl)pyridin-3-carboxamid NC1=CC=CC(=N1)S(=O)(=O)NC(=O)C=1C(=NC(=CC1)C1=C(C=CC=C1)C)N1C(CC(C1)C)(C)C